C(C)(C)(C)OC(=O)N1CCC2(CC1)C(C1=CC=CC(=C1C2)F)=O 4-fluoro-1-oxo-spiro[indan-2,4'-piperidine]-1'-carboxylic acid tert-butyl ester